NC1=C(C=CC=C1)C1=CC=CC=C1N 2,6'-diaminobiphenyl